4-methyl-3-[(2-methyl-4-amino-5-pyrimidinyl)methyl]-5-(2-hydroxyethyl)thiazolium nitrate [N+](=O)([O-])[O-].CC=1[N+](=CSC1CCO)CC=1C(=NC(=NC1)C)N